OC1=CC=C(C=C1)C(CCCC)C1=CC=C(C=C1)O 1,1-bis(4-hydroxyphenyl)-n-pentane